O[C@H]1[C@@H](S[C@@H]([C@H]1O)CO)N1C(NC(C=C1)=O)=O 1-((2R,3R,4S,5R)-3,4-dihydroxy-5-(hydroxymethyl)tetrahydrothiophen-2-yl)pyrimidine-2,4(1H,3H)-dione